N[C@@H]1C[C@@H](CC1)OC=1C(=NC(=CC1)C1CC1)C1=CC(=NN1)NC=1N=CC(=NC1)C#N 5-((5-(3-(((1R,3S)-3-aminocyclopentyl)oxy)-6-cyclopropylpyridin-2-yl)-1H-pyrazol-3-yl)amino)pyrazine-2-carbonitrile